CCNCCOCCOCCOCCOCCOCCOCCOCCOCCOCCOCCOCCC(=O)O 6,9,12,15,18,21,24,27,30,33,36-undecaoxa-3-azanonatriacontan-39-oic acid